C(C1=CC=CC=C1)OC=1C=CC2=C(C(=C(O2)C)C(=O)N[C@@H]2C[C@@H](C2)O)C1 5-(benzyloxy)-N-(cis-3-hydroxycyclobutyl)-2-methylbenzofuran-3-carboxamide